3-(5-(4-((1-(2-Aminoethyl)piperidin-4-yl)methyl)piperazin-1-yl)-1-oxoisoindolin-2-yl)piperidine-2,6-dione NCCN1CCC(CC1)CN1CCN(CC1)C=1C=C2CN(C(C2=CC1)=O)C1C(NC(CC1)=O)=O